2-((1r,4r)-4-(6-Cyclopropoxy-5-((1-cyclopropyl-2-oxo-1,2-dihydropyridin-3-yl)carbamoyl)-2H-indazol-2-yl)cyclohexyl)ethyl methanesulfonate CS(=O)(=O)OCCC1CCC(CC1)N1N=C2C=C(C(=CC2=C1)C(NC=1C(N(C=CC1)C1CC1)=O)=O)OC1CC1